(7E)-11-iodo-1,1-diethoxy-7-undecene ICCC/C=C/CCCCCC(OCC)OCC